tert-butyl (2-amino-4-methoxy phenyl)carbamate NC1=C(C=CC(=C1)OC)NC(OC(C)(C)C)=O